bromo-naphthopyranE BrC1=CCOC2=C1C1=CC=CC=C1C=C2